CN(C)CC=1NC2=CC=CC=C2C1C1(NC(C2=CC=C(C=C12)O)=O)C 3-{2-[(dimethylamino)methyl]-1H-indol-3-yl}-5-hydroxy-3-methyl-2,3-dihydro-1H-isoindol-1-one